5-(3-(benzyloxy)-1-fluoro-7-(piperidin-4-yloxy)naphthalen-2-yl)-1,2,5-thiadiazolidin-3-one 1,1-dioxide C(C1=CC=CC=C1)OC=1C(=C(C2=CC(=CC=C2C1)OC1CCNCC1)F)N1CC(NS1(=O)=O)=O